ClC1=NC(=NC(=N1)C1=NC(=CC=C1)C(F)(F)F)NCC(C)(O)C 1-[4-chloro-6-(6-trifluoromethylpyridin-2-yl)-[1,3,5]triazin-2-ylamino]-2-methylpropan-2-ol